4-(7-chloroimidazo[2',1':2,3]thiazolo[4,5-c]pyridin-2-yl)-N-methylbenzamide ClC1=CC2=C(C=N1)N1C(S2)=NC(=C1)C1=CC=C(C(=O)NC)C=C1